N-methyl-N-butyl-pyrrolidinium trifluoromethanesulfonate FC(S(=O)(=O)[O-])(F)F.C[N+]1(CCCC1)CCCC